2-diisopropylaminoethylacrylate C(C)(C)N(CCOC(C=C)=O)C(C)C